N-(4-(1-(7-(4,4-difluoropiperidin-1-yl)furo[2,3-c]pyridin-5-yl)-1H-1,2,3-triazol-4-yl)-3-(6-azaspiro[2.5]octan-6-yl)phenyl)-2-hydroxyethane-1-sulfonamide FC1(CCN(CC1)C=1N=C(C=C2C1OC=C2)N2N=NC(=C2)C2=C(C=C(C=C2)NS(=O)(=O)CCO)N2CCC1(CC1)CC2)F